FC(C=1C=C(OC2=CC=C3CCN(CC3=C2)C(C=C)=O)C=CC1)(F)F 1-(7-(3-(trifluoromethyl)phenoxy)-3,4-dihydroisoquinolin-2(1H)-yl)prop-2-en-1-one